10-(6-iodobenzo[d][1,3]dioxol-5-yl)-10H-phenothiazine-1-carbonitrile IC=1C(=CC2=C(OCO2)C1)N1C2=CC=CC=C2SC=2C=CC=C(C12)C#N